1-[5-[7-(2-Ethyl-6-methyl-3-pyridyl)-5-[4-(5-fluoro-3-methoxy-2-pyridyl)piperazine-1-carbonyl]-1H-indol-2-yl]-3,6-dihydro-2H-pyridin-1-yl]ethanone C(C)C1=NC(=CC=C1C=1C=C(C=C2C=C(NC12)C1=CCCN(C1)C(C)=O)C(=O)N1CCN(CC1)C1=NC=C(C=C1OC)F)C